(R)-N-((R)-(3-amino-4-fluorophenyl)(phenyl)methyl)-2-methylpropane-2-sulfinamide NC=1C=C(C=CC1F)[C@H](N[S@](=O)C(C)(C)C)C1=CC=CC=C1